FC1=CC=C(C=C1)C=1C=C2C(=NC=NC2=C(C1)OC)NCC1=CC(=NC=C1)C(F)(F)F 6-(4-fluorophenyl)-8-methoxy-N-[[2-(trifluoromethyl)-4-pyridyl]methyl]quinazolin-4-amine